C(C)(=O)O[C@H]1CN2CCC1CC2 (3R)-1-azabicyclo[2.2.2]oct-3-yl acetate